(1S,2R,3S)-N-[6-[4-((3R,4R)-4-fluoro-3-methyl-tetrahydrofuran-3-yl)piperazin-1-yl]-7-methyl-3-isoquinolinyl]-2-methyl-3-(1-methylpyrazol-4-yl)cyclopropanecarboxamide F[C@@H]1[C@](COC1)(C)N1CCN(CC1)C=1C=C2C=C(N=CC2=CC1C)NC(=O)[C@H]1[C@@H]([C@@H]1C=1C=NN(C1)C)C